C(#N)C=1C=CC=C2C(=CNC12)C=1N=C(C=NC1)SC 5-(7-cyano-1H-indol-3-yl)-3-(methylthio)pyrazin